tetracosenyl glycidyl ether C(C1CO1)OC=CCCCCCCCCCCCCCCCCCCCCCC